NCCC1=C(C=C(C=C1)Cl)NC(=O)NCC=1C=C2CN(C(C2=CC1)=O)C1C(NC(CC1)=O)=O 1-(2-(2-aminoethyl)-5-chlorophenyl)-3-((2-(2,6-dioxopiperidin-3-yl)-1-oxoisoindolin-5-yl)methyl)urea